BrC=1C=C(NCC(F)F)C=C(C1)F 3-bromo-N-(2,2-difluoroethyl)-5-fluoroaniline